C1(=CC=CC=C1)CON1[C@@H]2CC[C@H](N(C1=O)C2)C(NC(CCCONC(=N)N)=O)=N N-(((2S,5R)-6-(phenylmethyloxy)-7-oxo-1,6-diazabicyclo[3.2.1]oct-2-yl)(imino)methyl)-4-(guanidinyloxy)butanamide